NC1=NC(=C(C(=N1)N[C@H](CC(=O)O)CCCC)CC1=C(C=CC(=C1)C(NCCCP(=O)(O)O)=O)OC)C (S)-3-((2-amino-5-(2-methoxy-5-((3-phosphonopropyl)carbamoyl)benzyl)-6-methyl-pyrimidin-4-yl)amino)heptanoic acid